C1(CC1)[C@@H](C)NC1=C(C=C(C=C1)C1=NNCOC1)C(F)(F)F |r| (rac)-5-{4-[(1-cyclopropylethyl)amino]-3-(trifluoromethyl)phenyl}-3,6-dihydro-2H-1,3,4-oxadiazin